tricyclo[6.2.1.02,7]undec-3,9-diene C12C3C=CCCC3C(C=C1)C2